(1-(oxetan-3-yl)pyrrolidin-3-yl)-1H-pyrazol-4-amine O1CC(C1)N1CC(CC1)N1N=CC(=C1)N